CN(C(C=C)=O)C1=C(C=CC=C1)C#CC1=C(C=CC=C1)OC N-methyl-N-(2-((2-methoxyphenyl)ethynyl)phenyl)acrylamide